C(C)(=O)N[C@@H](CCC(N)=O)C(=O)O acetyl-glutamine